2,5-bisaminomethylfuran NCC=1OC(=CC1)CN